5-(3-(2,2-difluoroethyl)-2-methyl-3H-imidazo[4,5-b]pyridin-5-yl)-N-(trans-4-morpholinocyclohexyl)pyrrolo[2,1-f][1,2,4]triazin-2-amine FC(CN1C(=NC=2C1=NC(=CC2)C=2C=CN1N=C(N=CC12)N[C@@H]1CC[C@H](CC1)N1CCOCC1)C)F